BrC=1C=C(C=C(C1O)Br)C(=O)C1=C(OC2=C1C=NC=C2)CC (3,5-dibromo-4-hydroxyphenyl)(2-ethylfuro[3,2-c]pyridin-3-yl)methanone